4-(azetidin-3-yloxy)pyridine dihydrochloride Cl.Cl.N1CC(C1)OC1=CC=NC=C1